BrC1=C(NN=C1)C=1C=C(C=CC1OC)NC(=O)NC1=C(C=C(C=C1)F)F 1-[3-(4-Bromo-2H-pyrazol-3-yl)-4-methoxy-phenyl]-3-(2,4-difluoro-phenyl)-urea